4,4'-methylene-bis(cyclohexanol) C(C1CCC(CC1)O)C1CCC(CC1)O